Bis(decyl)dimethylazanium C(CCCCCCCCC)[N+](C)(C)CCCCCCCCCC